[(1S)-cyano-2-[(3S)-2-oxopyrrolidin-3-yl]ethyl]carbamoyl-3-methyl-butyl-4-methoxy-1H-indole-2-carboxamide C(#N)C(CNC(=O)C1=C(N(C2=CC=CC(=C12)OC)CCC(C)C)C(=O)N)[C@H]1C(NCC1)=O